1-tert-butyl-3,5-dimethyl-benzene C(C)(C)(C)C1=CC(=CC(=C1)C)C